4-amino-N,1-dimethyl-N-((1R)-1-(5-(trifluoromethyl)-2-pyridinyl)ethyl)-1H-pyrazolo[4,3-c]quinoline-8-carboxamide NC1=NC=2C=CC(=CC2C2=C1C=NN2C)C(=O)N([C@H](C)C2=NC=C(C=C2)C(F)(F)F)C